5-(1-methyl-1H-pyrazol-4-yl)-3-(pyridin-4-yl)thieno[3,2-b]pyridine CN1N=CC(=C1)C1=CC=C2C(=N1)C(=CS2)C2=CC=NC=C2